FC1=C(C(=C(C(=C1[2H])[2H])[2H])F)C(N1N=CC=2C(N(C=C(C21)[2H])[2H])=O)([2H])[2H] 1-((2,6-difluorophenyl-3,4,5-d3)methyl-d2)-1,5-dihydro-4H-pyrazolo[4,3-c]pyridin-4-one-5,7-d2